5-(2-Imino-3-methyl-8-(p-tolyl)-2,3-dihydro-1H-imidazo[4,5-c]quinolin-1-yl)-4-methyl-2-morpholinobenzonitrile N=C1N(C2=C(C=NC=3C=CC(=CC23)C2=CC=C(C=C2)C)N1C)C=1C(=CC(=C(C#N)C1)N1CCOCC1)C